C1(CC1)C(=O)[O-] CYCLOPROPANECARBOXYLATE